tert-butyl 4-((4-(4-(6-(3-cyanopyrrolo[1,2-b]pyridazin-7-yl)-4-(isopropylamino)pyridin-3-yl)-1H-1,2,3-triazol-1-yl)piperidin-1-yl)methyl)piperidine-1-carboxylate C(#N)C1=CC=2N(N=C1)C(=CC2)C2=CC(=C(C=N2)C=2N=NN(C2)C2CCN(CC2)CC2CCN(CC2)C(=O)OC(C)(C)C)NC(C)C